2-(7-(4-(tert-butoxycarbonyl)piperazin-1-yl)-2-(difluoromethyl)-6-ethyl-3-methyl-8-oxopyrido[2,3-b]pyrazin-5(8H)-yl)acetic acid trifluoroacetate FC(C(=O)O)(F)F.C(C)(C)(C)OC(=O)N1CCN(CC1)C=1C(C=2C(=NC(=C(N2)C(F)F)C)N(C1CC)CC(=O)O)=O